C(C1=CC=CC=C1)OCCCOC1=C(C=CC(=C1)B1OC(C(O1)(C)C)(C)C)N1CCOCC1 4-(2-(3-(benzyloxy)propoxy)-4-(4,4,5,5-tetramethyl-1,3,2-dioxaborolan-2-yl)phenyl)morpholine